Cl.NC[C@H]1CN(CCO1)C(COC)=O (S)-2-(aminomethyl)-4-methoxyacetyl-morpholine hydrochloride